Cl.ClC1=C(C(=NC=N1)C(C(CN1N=CN=C1)(O)C1=C(C=C(C=C1)F)F)C)F 3-(6-chloro-5-fluoropyrimidin-4-yl)-2-(2,4-difluorophenyl)-1-(1H-1,2,4-triazol-1-yl)-2-butanol hydrochloride